tert-butyl ((trans)-2-(4-((3-bromobenzyl)oxy)phenyl)cyclopropyl)(4-((tert-butoxycarbonyl)amino)cyclohexyl)carbamate BrC=1C=C(COC2=CC=C(C=C2)[C@H]2[C@@H](C2)N(C(OC(C)(C)C)=O)C2CCC(CC2)NC(=O)OC(C)(C)C)C=CC1